1-methyl-1,2,3,6-tetrahydropyridin-4-yl triflate O(S(=O)(=O)C(F)(F)F)C=1CCN(CC1)C